dimethyltetrahydrofuran CC1CCCO1